2-hydroxy-3-(trifluoromethyl)benzoic acid OC1=C(C(=O)O)C=CC=C1C(F)(F)F